4-(1-(2,6-dimethylphenyl)-6-fluoro-7-(3-fluorophenoxy)-2-oxo-1,2-dihydropyrido[2,3-d]pyrimidin-4-yl)-3-methylpiperazine-1-carboxylate CC1=C(C(=CC=C1)C)N1C(N=C(C2=C1N=C(C(=C2)F)OC2=CC(=CC=C2)F)N2C(CN(CC2)C(=O)[O-])C)=O